methyl 7-bromo-1-(difluoromethylene)-5-fluoro-2,3-dihydro-1H-indene-4-carboxylate BrC1=CC(=C(C=2CCC(C12)=C(F)F)C(=O)OC)F